N[C@@H](CCCCN[C@H](C(=O)O)CCC(=O)O)C(=O)O saccharopine